Cl.C(C)(=O)N1CCC(CC1)N(C)CC=1C=C(C=CC1Cl)N1C(OC=N1)=O (3-{[(1-acetylpiperidin-4-yl)(methyl)amino]methyl}-4-chlorophenyl)-1,3,4-oxadiazol-2(3H)-one hydrochloride